S-p-fluorobenzyl-homocysteine FC1=CC=C(CSCC[C@H](N)C(=O)O)C=C1